3-[5-(methoxymethyl)isoxazol-3-yl]-[1,2,4]triazol COCC1=CC(=NO1)C1=NNC=N1